BrC1=CC=C(C=C1)OC(=O)C1C(C2C(C3=NC=C(C=C3O2)OC)(C1=O)O)C1=CC=CC=C1 (4-bromophenyl)-8a-hydroxy-3-methoxy-8-oxo-6-phenyl-5a,7,8,8a-tetrahydro-6H-cyclopenta[4,5]furo[3,2-b]pyridine-7-carboxylate